N1(N=CC=C1)C1(CNC1)CNC1=CC(=NC=2N1N=C(C2)Br)C(F)(F)F N-((3-(1H-pyrazol-1-yl)azetidin-3-yl)methyl)-2-bromo-5-(trifluoromethyl)pyrazolo[1,5-a]pyrimidin-7-amine